5-[2-methyl-5-(1H-tetrazol-5-yl)phenyl]-1H-naphtho[1,2-b][1,4]diazepine-2,4(3H,5h)-dione CC1=C(C=C(C=C1)C1=NN=NN1)N1C2=C(NC(CC1=O)=O)C1=CC=CC=C1C=C2